6-cyclopropyl-2-(phenylamino)nicotinonitrile C1(CC1)C1=NC(=C(C#N)C=C1)NC1=CC=CC=C1